bis(silylamino)amine [SiH3]NNN[SiH3]